C(C)(C)(C)N1N=C(C(=C1C)O)C1=CC(=CC=C1)S(=O)(=O)C(C)C 1-(tert-butyl)-3-(3-(isopropylsulfonyl)phenyl)-5-methyl-pyrazole-4-ol